FC1=C(C(=CC=C1)F)NC(=O)C1=NN2C(N(C3=C(C2=O)CN(C3=O)C(C)C)CC(=O)NC3=NC=C(C=C3)F)=C1 N-(2,6-difluorophenyl)-4-{2-[(5-fluoropyridin-2-yl)amino]-2-oxoethyl}-5,8-dioxo-6-(propan-2-yl)-5,6,7,8-tetrahydro-4H-pyrazolo[1,5-a]pyrrolo[3,4-d]pyrimidine-2-carboxamide